F[C@@H]1C[C@H](N(C1)C)[C@H](C)OC1=CC(=NC(=N1)C1N(OC(=N1)C1=C(C=CC=C1)F)C1CCC1)O[C@@H]1C[C@H](NCC1)CC#N (2R,4S)-4-({6-[(1S)-1-[(2S,4R)-4-Fluoro-1-methylpyrrolidin-2-yl]ethoxy]-2-{5-[-]-(2-fluorophenyl)cyclobutyl-1,2,4-oxadiazol-3-yl}pyrimidin-4-yl}oxy)piperidin-2-yl-acetonitrile